(Z)-13-((Z)-heptadec-8-en-1-yl)-3-(2-hydroxyethyl)-11,11-dimethyl-10,12,14-trioxa-3-aza-11-siladotriacont-23-en-1-ol C(CCCCCC\C=C/CCCCCCCC)C(O[Si](OCCCCCCN(CCO)CCO)(C)C)OCCCCCCCC\C=C/CCCCCCCC